C(CCCC)C(CCOC(C(=O)O)CCCCCC)CCCCC 3-pentyloctyloxyloctanoic acid